BrC=1C=CC=2N(C1)C(=C(N2)CC)N(C)C2=NC(=NO2)C2=CC=C(C=C2)F (6-Bromo-2-ethyl-imidazo[1,2-a]pyridin-3-yl)[3-(4-fluoro-phenyl)-[1,2,4]oxadiazol-5-yl]-methyl-amine